Benzyl cyclopropyl(8,11-dioxadispiro[3.2.47.24]tridecan-2-yl)carbamate C1(CC1)N(C(OCC1=CC=CC=C1)=O)C1CC2(C1)CCC1(OCCO1)CC2